ClC1=CC=C(C=C1)C1=NN2C(C=C(C=C2)C(=O)NC)=C1 (4-chlorophenyl)-N-methyl-pyrazolo[1,5-a]pyridine-5-carboxamide